3-(6-chlorofuro[3,2-b]pyridin-3-yl)-N-(p-tolyl)benzamide ClC=1C=C2C(=NC1)C(=CO2)C=2C=C(C(=O)NC1=CC=C(C=C1)C)C=CC2